ethyl 5-chloro-4-(2-((2-cyanoethyl)amino)ethyl)-1-(2,6-difluorobenzyl)-1H-pyrazole-3-carboxylate ClC1=C(C(=NN1CC1=C(C=CC=C1F)F)C(=O)OCC)CCNCCC#N